copper tetrafluoro-boric acid F[B-](F)(F)F.[H+].[Cu]